chloropropionyl chloride ClCCC(=O)Cl